(E)-5-(5-hydroxyphenyl)-5-(4-(N-cyclopropylpiperidin-4-yl)phenyl)-4-phenylpent-4-en-1-ol OC=1C=CC=C(C1)/C(=C(\CCCO)/C1=CC=CC=C1)/C1=CC=C(C=C1)C1CCN(CC1)C1CC1